alpha-methyl-phenylalanine methyl ester COC([C@@](N)(CC1=CC=CC=C1)C)=O